bis(carboxymethyl)-L-glutamate C(=O)(O)COC([C@@H](N)CCC(=O)OCC(=O)O)=O